C(C)(C)(C)OC(=O)N1CCN(CC1)C(CN1C=NC(=C1C1=CC=NC=C1)C1=CC=C(C=C1)F)=O.C1(C=CC(N1C1=CC=C(OC2=CC=C(C(C)(C)C3=CC=C(C=C3)C(C3=CC=C(C=C3)OC3=CC=C(C=C3)N3C(C=CC3=O)=O)(C)C)C=C2)C=C1)=O)=O 1,4-bis[4-(4-maleimidophenoxy)-alpha,alpha-dimethylbenzyl]benzene tert-butyl-4-{2-[4-(4-fluorophenyl)-5-(pyridin-4-yl)-1H-imidazol-1-yl]acetyl}piperazine-1-carboxylate